N,N'-Dimethylethanediamine CNCCNC